N'-(5,6,7,8-tetrahydroquinolin-8-yl)-butane-1,4-diamine N1=CC=CC=2CCCC(C12)NCCCCN